TETRAPHENYLMETHANE C1(=CC=CC=C1)C(C1=CC=CC=C1)(C1=CC=CC=C1)C1=CC=CC=C1